ClC=1C=C2C[C@H](CC2=CC1)NC=1C=CC(=NC1)[C@@H](C(F)(F)F)N(C(=O)[C@@H]1CNC(CC1)=O)C (S)-N-((S)-1-(5-(((S)-5-chloro-2,3-dihydro-1H-inden-2-yl)amino)pyridin-2-yl)-2,2,2-trifluoroethyl)-N-methyl-6-oxopiperidine-3-carboxamide